4-[1-[(2,4-difluorophenyl)methoxy]pyrazol-3-yl]piperidine FC1=C(C=CC(=C1)F)CON1N=C(C=C1)C1CCNCC1